6-(2-amino-6-fluoro-5-(4-((1S,5R)-3-isopropyl-3-azabicyclo[3.1.0]hexan-1-yl)phenyl)pyridin-3-yl)-7-fluoro-3,4-dihydroisoquinolin-1(2H)-one NC1=NC(=C(C=C1C=1C=C2CCNC(C2=CC1F)=O)C1=CC=C(C=C1)[C@]12CN(C[C@@H]2C1)C(C)C)F